((2',6'-dimethoxy-[1,1'-biphenyl]-2-yl)(phenyl)methyl)-4,6-dimethylaniline COC1=C(C(=CC=C1)OC)C1=C(C=CC=C1)C(C1=CC=CC=C1)NC1=CC=C(C=C1C)C